2-methyl-2-(4-{[4-(trifluoromethyl)-1,3-thiazol-2-yl]amino}phenyl)propanoic acid sodium salt [Na+].CC(C(=O)[O-])(C)C1=CC=C(C=C1)NC=1SC=C(N1)C(F)(F)F